Cl.C(C=C)N1[C@H]2[C@@]3(CCC([C@H]4[C@@]3(C=3C(=C(C=CC3C2)O)O4)CC1)=O)O 17-Allyl-4,5α-epoxy-3,14-dihydroxymorphinan-6-one hydrochloride